C(C)(C)(C)C=1C=C(C=C(C1O)C)CCC(=O)O 3-(3-tert-butyl-4-hydroxy-5-methylphenyl)propionic acid